ethyl 4-chloro-5-iodo-6-methoxynicotinate ClC1=C(C(=NC=C1C(=O)OCC)OC)I